NC1=NC=C(C2=C1C(=C(N2C)C2=C(C=C(C=C2)NC(C=C)=O)Cl)C2=CC=C(C=C2)OC2=NC=CC(=N2)C)C#N N-(4-(4-amino-7-cyano-1-methyl-3-(4-((4-methylpyrimidin-2-yl)oxy)phenyl)-1H-pyrrolo[3,2-c]pyridin-2-yl)-3-chlorophenyl)acrylamide